5-(((2'-methyl-[1,1'-biphenyl]-4-yl)methyl)thio)-1H-1,2,3-triazole-4-carboxylic acid CC1=C(C=CC=C1)C1=CC=C(C=C1)CSC1=C(N=NN1)C(=O)O